C(C)N1C=NC(=C1CO)S(=O)(=O)C (3-Ethyl-5-methanesulfonylimidazol-4-yl)methanol